tert-butyl (2s,4r)-2-[5-[(2-chlorophenyl) methyl]-1H-imidazol-2-yl]-4-hydroxypyrrolidine-1-carboxylate ClC1=C(C=CC=C1)CC1=CN=C(N1)[C@H]1N(C[C@@H](C1)O)C(=O)OC(C)(C)C